ClC=1C=C2C(=C(C(NC2=CC1)=O)C1=NNC(C1)C1=CC=NC=C1)C1=CC=CC=C1 6-chloro-4-phenyl-3-(5-(pyridin-4-yl)-4,5-dihydro-1H-pyrazol-3-yl)quinolin-2(1H)-one